CN(C)C1C=CC2N=C3C=CC(=[N+](C)C)C=C3SC=2C=1.O.O.O.[Cl-] METHYLTHIONINIUM CHLORIDE